(S)-isopropyl (1-(3-(5-fluoro-2-methoxypyridin-3-yl)pyrazolo[1,5-a]pyrimidin-5-yl)pyrrolidin-3-yl)(methyl)carbamate FC=1C=C(C(=NC1)OC)C=1C=NN2C1N=C(C=C2)N2C[C@H](CC2)N(C(OC(C)C)=O)C